BrC=1C=2C(N=C3N(C2C=CC1)C1=CC(=CC=C1C31CCCCC1)N1CCC(CC1)CN1CCN(CC1)C1=CC(=C(C(=O)NC3C(NC(CC3)=O)=O)C=C1)F)=O 4-(4-((1-(4'-bromo-5'-oxo-5'H-spiro[cyclohexane-1,7'-indolo[1,2-a]quinazolin]-10'-yl)piperidin-4-yl)methyl)piperazin-1-yl)-N-(2,6-dioxopiperidin-3-yl)-2-fluorobenzamide